(S)-5-(4,4-difluorobutanoyl)-N-((S)-3-oxo-1-((S)-2-oxopyrrolidin-3-yl)-4-(trifluoromethoxy)butan-2-yl)-5-azaspiro[2.4]heptane-6-carboxamide FC(CCC(=O)N1CC2(CC2)C[C@H]1C(=O)N[C@@H](C[C@H]1C(NCC1)=O)C(COC(F)(F)F)=O)F